1-(3-bromo-2-fluoro-phenyl)-1,1-difluoro-2-methyl-propan-2-ol BrC=1C(=C(C=CC1)C(C(C)(O)C)(F)F)F